C(C1(NC=C(C2=CC(=NC=C12)N)C1=NN2C(C=CC(=C2)C)=N1)N)([2H])([2H])[2H] 1-(methyl-d3)-4-(6-methyl-[1,2,4]triazolo[1,5-a]pyridin-2-yl)-2,7-naphthyridine-1,6-diamine